(R)-5-chloro-2-(4-fluoro-2-methylphenoxy)-N-(2-(N-(pyrrolidin-3-yl)sulfamoyl)pyridin-4-yl)-4-(Trifluoromethyl)benzamide ClC=1C(=CC(=C(C(=O)NC2=CC(=NC=C2)S(N[C@H]2CNCC2)(=O)=O)C1)OC1=C(C=C(C=C1)F)C)C(F)(F)F